C(C)(CC)[C@H]1CC[C@H](CC1)N(C(C1=CC(C(=O)N)=CC(=C1)NC(=O)[C@@H]1CC[C@@H](CC1)C(C)(C)C)=O)[C@@H]1CC[C@@H](CC1)C(C)CC N,N-bis(cis-4-sec-butylcyclohexyl)-5-(cis-4-tert-butylcyclohexylcarbonylamino)isophthalamide